P(=O)(OC(CCl)C)(OC(CCl)C)OC(CCl)C tri(1-chloro-2-propyl) phosphate